C(C1=CC=CC=C1)OC(=O)C1C(NC(=C(C1C1=CSC2=NC=CC=C21)C(C)=O)C)(C)C=2C=NC=CC2 2-(pyridin-3-yl)5-acetyl-2,6-dimethyl-4-(thieno[2,3-b]pyridin-3-yl)-1,4-dihydropyridine-3-carboxylic acid benzyl ester